C12CN(CC(CC1)N2)C=2C=1N(N=CC2)C=C(C1)C1CC1 4-(3,8-diazabicyclo[3.2.1]oct-3-yl)-6-cyclopropylpyrrolo[1,2-b]pyridazine